FC=1C(=C(C=CC1F)[C@H]1[C@@H](O[C@]([C@H]1C)(C(F)(F)F)C)C(=O)NC1=CC=C2N1C=CNC2=O)OC (2R,3S,4S,5R)-3-(3,4-difluoro-2-methoxyphenyl)-4,5-dimethyl-N-(1-oxo-1,2-dihydropyrrolo[1,2-a]pyrazin-6-yl)-5-(trifluoromethyl)tetrahydrofuran-2-carboxamide